(S)-1-(2-ethyl-2-fluorobutyl)-4-prolylpiperazine C(C)C(CN1CCN(CC1)C([C@H]1NCCC1)=O)(CC)F